4-((2-(3-chloro-6-(2-(diisopropylcarbamoyl)-4-fluorophenoxy)-1,2,4-triazin-5-yl)-2,7-diazaspiro[3.5]nonan-7-yl)methyl)piperidine-1-carboxylic acid benzyl ester C(C1=CC=CC=C1)OC(=O)N1CCC(CC1)CN1CCC2(CN(C2)C=2N=C(N=NC2OC2=C(C=C(C=C2)F)C(N(C(C)C)C(C)C)=O)Cl)CC1